tert-Butyl 4-(((3-cyclopropyl-1-methyl-1H-pyrazol-5-yl)sulfonyl)methyl)piperidine-1-carboxylate C1(CC1)C1=NN(C(=C1)S(=O)(=O)CC1CCN(CC1)C(=O)OC(C)(C)C)C